COC1=C(N)C=CC(=C1)N1CCC(CC1)N1CCOCC1 2-methoxy-4-(4-morpholinopiperidin-1-yl)aniline